1-Propyl-3-Methylpyrrolidinium chlorid [Cl-].C(CC)[NH+]1CC(CC1)C